tris(1,10-phenanthroline) iron(II) sulfate S(=O)(=O)([O-])[O-].[Fe+2].N1=CC=CC2=CC=C3C=CC=NC3=C12.N1=CC=CC2=CC=C3C=CC=NC3=C12.N1=CC=CC2=CC=C3C=CC=NC3=C12